2-(2H-benzotriazole-2-yl)-6-nonyl-4-ethylphenol N=1N(N=C2C1C=CC=C2)C2=C(C(=CC(=C2)CC)CCCCCCCCC)O